ClC=1C(=C(C=CC1Cl)NC1=NC=NC2=CC(=C(C=C12)OC1CCN(CC1)C(CCCCCCSC1=C2C(N(C(C2=CC=C1)=O)C1C(NC(CC1)=O)=O)=O)=O)OC)F 4-((7-(4-((4-((3,4-dichloro-2-fluorophenyl)amino)-7-methoxyquinazolin-6-yl)oxy)piperidin-1-yl)-7-oxoheptyl)thio)-2-(2,6-dioxopiperidin-3-yl)isoindoline-1,3-dione